N-propenyl-amide C(=CC)[NH-]